12-(pent-3-yl)-12-azatricyclo[6.3.1.02,7]Dodeca-2,4,6-triene hydrochloride Cl.CCC(CC)N1C2C3=CC=CC=C3C1CCC2